dimethyl-alpha-ketoglutaric acid CC(C(C(=O)O)=O)(CC(=O)O)C